4-Methoxyphenylphenyl-iodine COC1=CC=C(C=C1)IC1=CC=CC=C1